tert-butyl-(R)-4-((5-(2-(2-aminothiazol-4-yl)pyrrolidin-1-yl)pyridin-2-yl)oxy)piperidine C(C)(C)(C)N1CCC(CC1)OC1=NC=C(C=C1)N1[C@H](CCC1)C=1N=C(SC1)N